CC1(CC=2C(=CN=C(C2)C=2N=C(SC2)NC2=NC=C(C=C2C(F)(F)F)NC)O1)C N2-(4-(2,2-dimethyl-2,3-dihydrofuro[2,3-c]pyridin-5-yl)thiazol-2-yl)-N5-methyl-3-(trifluoromethyl)pyridine-2,5-diamine